(S)-3-((3-methoxyquinolin-5-yl)amino)pyrrolidine-1-carboxylic acid tert-butyl ester C(C)(C)(C)OC(=O)N1C[C@H](CC1)NC1=C2C=C(C=NC2=CC=C1)OC